(2R,3S)-4-bromo-5-chloro-6-fluoro-3-(methoxymethyloxy)-2-phenyl-2,3-dihydrobenzofuran-2-carbaldehyde BrC1=C(C(=CC2=C1[C@@H]([C@@](O2)(C=O)C2=CC=CC=C2)OCOC)F)Cl